tert-butyl (1R,5S)-3-((S or R)-2,6-dichloro-7-(7,8-difluoro-3-(methoxymethoxy) naphthalen-1-yl)-8-fluoroquinazolin-4-yl)-3,8-diazabicyclo[3.2.1]Octane-8-carboxylate ClC1=NC2=C(C(=C(C=C2C(=N1)N1C[C@H]2CC[C@@H](C1)N2C(=O)OC(C)(C)C)Cl)C2=CC(=CC1=CC=C(C(=C21)F)F)OCOC)F